C(C)OC(CCC(=O)C1=NC2=C(C=CC=C2C(=C1O)C#N)C#CC1=C(C=CC=C1)Cl)=O 4-[8-(2-Chloro-phenylethynyl)-4-cyano-3-hydroxy-quinolin-2-yl]-4-oxo-butyric acid ethyl ester